5-((5-(4-((2-(2,4-dihydroxy-5-isopropylbenzoyl)isoindolin-5-yl)methyl)piperazin-1-yl)pentyl)carbamoyl)-2-(6-hydroxy-3-oxo-3H-xanthen-9-yl)benzoic acid OC1=C(C(=O)N2CC3=CC=C(C=C3C2)CN2CCN(CC2)CCCCCNC(=O)C=2C=CC(=C(C(=O)O)C2)C=2C3=CC=C(C=C3OC3=CC(C=CC23)=O)O)C=C(C(=C1)O)C(C)C